2-hydroxyethyl (S,E)-(1-((1-((5-fluoro-1H-indol-2-yl)methyl)-2-oxo-1,2-dihydropyridin-3-yl)amino)-1,7-dioxo-7-(pyrrolidin-1-yl)hept-5-en-2-yl)carbamate FC=1C=C2C=C(NC2=CC1)CN1C(C(=CC=C1)NC([C@H](CC\C=C\C(N1CCCC1)=O)NC(OCCO)=O)=O)=O